9-((1s,4s)-4-hydroxycyclohexyl)-7-methyl-2-((7-methyl-[1,2,4]triazolo[1,5-a]pyridin-6-yl)amino)-7,9-dihydro-8H-purin-8-one CC1=CC2=NC=NN2C=C1NC3=NC=C4C(=N3)N(C(=O)N4C)C5CCC(CC5)O